5-bromo-2-fluoro-4-isopropoxybenzaldehyde BrC=1C(=CC(=C(C=O)C1)F)OC(C)C